O1C2(CCC=3C=CC=4C=CC=NC4C31)NC3=CC=CC=C3C2 3',4'-dihydrospiro[indoline-2,2'-pyrano[3,2-h]quinoline]